2,5-dibromo-1-((4-methoxybenzyl)oxy)-3-nitrobenzene BrC1=C(C=C(C=C1[N+](=O)[O-])Br)OCC1=CC=C(C=C1)OC